CC1=CC=C(C=C1)S(=O)(=O)O[C@@H](CC)CC1=CC2=C(OC(O2)([2H])[2H])C=C1 [(1s)-1-[(2,2-dideuterio-1,3-benzodioxol-5-yl)methyl]propyl] 4-methylbenzenesulfonate